BrC=1C=CC(=C(C1)C#CC1=CN=CC2=CC=CC=C12)NS(=O)(=O)C=1C=CC(=C2C=CC=NC12)OC 4-{2-[5-Bromo-2-(5-methoxychinolin-8-sulfonamido)phenyl]ethynyl}isochinolin